CN1N=C(C(=C1)C1=CC=2C3=C(C=NC2C=C1OC)N(C(N3C3=C(C(=NC=C3F)OC)F)=O)C)C 8-(1,3-Dimethyl-1H-pyrazol-4-yl)-1-(3-fluoro-5-fluoro-methoxypyridin-4-yl)-7-methoxy-3-methyl-1,3-dihydroimidazo[4,5-c]-quinolin-2-one